NC=1N=C2C=C(C=NC2=CC1Cl)CN(C(=O)C=1C=NC=CC1)C1=CC=CC=2CCS(C21)(=O)=O N-[(6-amino-7-chloro-1,5-naphthyridin-3-yl)methyl]-N-(1,1-dioxo-2,3-dihydro-1λ6-benzothiophen-7-yl)pyridine-3-carboxamide